(E)-6-chloro-1-(2-methoxyethyl)-2-(1,3,4-oxadiazol-2-yl)-1H-indole-3-carbaldehyde oxime ClC1=CC=C2C(=C(N(C2=C1)CCOC)C=1OC=NN1)/C=N/O